7-(2-(4-bromophenoxy)ethyl)-7-azaspiro[3.5]nonan-2-ol BrC1=CC=C(OCCN2CCC3(CC(C3)O)CC2)C=C1